CC(CC(C)OP(=S)(OC(C)CC(C)C)SC(C(=O)OCCCC)CC(=O)OCCCC)C dibutyl 2-((bis((4-methylpentan-2-yl)oxy) phosphorothioyl)thio)succinate